Tin Tri-Tert-Butoxide CC(C)(C)[O-].CC(C)(C)[O-].CC(C)(C)[O-].[Sn+3]